6-((2-methyl-4-(4-(trifluoromethyl)piperidin-1-yl)phenyl)amino)-3,4-dihydroquinazolin-2(1H)-one CC1=C(C=CC(=C1)N1CCC(CC1)C(F)(F)F)NC=1C=C2CNC(NC2=CC1)=O